N-(4-(9H-carbazole-9-yl)phenyl)-[1,1':4',1''-terphenyl]-4-amine C1=CC=CC=2C3=CC=CC=C3N(C12)C1=CC=C(C=C1)NC1=CC=C(C=C1)C1=CC=C(C=C1)C1=CC=CC=C1